10-Undecyl chloride CCCCCCCCCC(C)Cl